C(C1=CC=CC=C1)OC(=O)N1CCN(CC1)C=1C=NC(=CC1)C#C 4-(6-ethynylpyridin-3-yl)piperazine-1-carboxylic acid benzyl ester